1,2-diethylpyrrolidinium chloride [Cl-].C(C)[NH+]1C(CCC1)CC